NCC=1C(=NC(=NC1)SC)NC(C)C 5-(aminomethyl)-N-isopropyl-2-(methylthio)pyrimidin-4-amine